N[C@H]([C@@H](CC1=C(C=CC(=C1)C(F)(F)F)S(=O)(=O)NCC(C)C)O)CC1=CC=CC=C1 ((2R,3S)-3-amino-2-hydroxy-4-phenylbutyl)-N-isobutyl-4-trifluoromethylbenzenesulfonamide